5-Chloro-2-hydroxybenzophenon ClC=1C=CC(=C(C(=O)C2=CC=CC=C2)C1)O